2-Oxopimelate O=C(C(=O)[O-])CCCCC(=O)[O-]